diethyl 3,6,9,12-tetrakis(2-ethoxy-2-oxoethyl)-3,6,9,12-tetraazatetradecanedioate C(C)OC(CN(CC(=O)OCC)CCN(CCN(CCN(CC(=O)OCC)CC(OCC)=O)CC(OCC)=O)CC(OCC)=O)=O